N1=CC(=CC=C1)OC1CCN(CC1)C1=NC=C(C=C1)B1OC(C(O1)(C)C)(C)C 2-(4-(pyridin-3-oxy)piperidin-1-yl)-5-(4,4,5,5-tetramethyl-1,3,2-dioxaborolan-2-yl)pyridine